butane acetate C(C)(=O)O.CCCC